OC(C)C=1N(C=CN1)CC1=NOC(=C1)C1=CC=C(C=C1)C#CC#C (4-(3-((2-(1-hydroxyethyl)-1H-imidazol-1-yl)methyl)isoxazol-5-yl)phenyl)but-1,3-diyn